6-bromo-2-fluoro-4-(4-methoxybenzyloxy)pyrazole tert-butyl-N-[4-(4-fluorophenyl)-2-[[4-(pyrimidin-5-ylsulfonimidoyl)benzoyl]amino]phenyl]carbamate C(C)(C)(C)OC(NC1=C(C=C(C=C1)C1=CC=C(C=C1)F)NC(C1=CC=C(C=C1)S(=O)(=N)C=1C=NC=NC1)=O)=O.BrC1=CC(=CC=C1COC1=CN(N=C1)F)OC